COC1=CC(=C(C=C1NC1=NC=NC(=C1)N1OCC[C@@H]1C1=CC(=CC=C1)C=1C=NC(=CC1)OC)NC(C=C)=O)N1CCN(CC1)C (R)-N-(4-methoxy-5-((6-(3-(3-(6-methoxypyridin-3-yl)phenyl)isoxazolidin-2-yl)pyrimidin-4-yl)amino)-2-(4-methylpiperazin-1-yl)phenyl)acrylamide